C(C)(C)(C)C1=CC(=C(C=C1)C=1NC(=C(C(C1C(=O)OCC)=O)C)C)C ethyl 2-(4-tert-butyl-2-methyl-phenyl)-5,6-dimethyl-4-oxo-1H-pyridine-3-carboxylate